ClC1=CNC=2N=C(N=C(C21)NCC(C)C)NC2=C(C=C(C=C2)S(=O)(=O)C)OC 5-chloro-N4-isobutyl-N2-(2-methoxy-4-(methylsulfonyl)phenyl)-7H-pyrrolo[2,3-d]pyrimidine-2,4-diamine